methyl N-[5-[6-[(4-chloro-3-methoxy-phenyl)-(cyanomethyl)carbamoyl]imidazo[1,2-a]pyridin-3-yl]-2-pyridyl]carbamate ClC1=C(C=C(C=C1)N(C(=O)C=1C=CC=2N(C1)C(=CN2)C=2C=CC(=NC2)NC(OC)=O)CC#N)OC